8-[2-((R)-2,3-Dihydroxy-propylamino)-ethoxy]-6,6-dimethyl-6H-benzo[b]naphtho[2,3-d]furan-11-one O[C@H](CNCCOC=1C=C2C(C3=C(C4=C(O3)C=CC=C4)C(C2=CC1)=O)(C)C)CO